6-(3-Chlorophenyl)-1,4-benzoxazinoimidazole-one ClC=1C=C(C=CC1)C1=CC2=C(N=C3C(=NC(N3)=O)O2)C=C1